1-(3,4-dimethyl-1-phenyl-1H-pyrazol-5-yl)-3-((trans)-4-phenyl-1-(2,2,2-trifluoroethyl)pyrrolidin-3-yl)urea CC1=NN(C(=C1C)NC(=O)N[C@@H]1CN(C[C@H]1C1=CC=CC=C1)CC(F)(F)F)C1=CC=CC=C1